C1(CCCC1)NC=1SC(=C(N1)C)C1=NC(=NC=C1)NC1=CC=C(C=N1)N1CCN(CC1)C(CO)=O 1-(4-(6-((4-(2-(cyclopentylamino)-4-methylthiazol-5-yl)pyrimidin-2-yl)amino)pyridin-3-yl)piperazin-1-yl)-2-hydroxyethan-1-one